ClC1=NC(=NC(=C1C(F)(F)F)Cl)NS(=O)(=O)C=1C=C(C(=O)OC)C=CC1 Methyl 3-[[4,6-dichloro-5-(trifluoromethyl)pyrimidin-2-yl]sulfamoyl]benzoate